O=C1N(C=CC=C1)C1=NC=CC(=C1)C(=O)O 2-oxo-[1,2'-bipyridine]-4'-carboxylic acid